1-(4-((4-((4-([1,2,4]triazolo[1,5-a]pyridin-7-yloxy)-5-chloro-2-(2-hydroxypropan-2-yl)phenyl)amino)-7-methoxyquinazolin-6-yl)oxy)piperidin-1-yl)prop-2-en-1-one N=1C=NN2C1C=C(C=C2)OC2=CC(=C(C=C2Cl)NC2=NC=NC1=CC(=C(C=C21)OC2CCN(CC2)C(C=C)=O)OC)C(C)(C)O